OC=1C=C(C=CC1O)C1OC=2C(=C1O)CC=CC2O 2-(3,4-dihydroxyphenyl)-3,7-dihydroxyl-4H-benzofuran